CC=1N=CC=2C(N1)=C(C(NC2)=O)NC 2-methyl-8-(methylamino)pyrido[4,3-d]pyrimidine-7(6H)-one